B(C1=CN(N=C1)C(C)C)(O)OC(C)(C)C(C)(C)O isopropyl-1H-pyrazole-4-boronic acid pinacol ester